C1(=CC(=CC=C1)C(CC1=CC=C(N)C=C1)C)C(CC1=CC=C(N)C=C1)C 4,4'-[1,3-phenylenebis(1-methyl-ethylene)]dianiline